NCC=1OC2=C(C1)C=C(C=C2C(=O)OC)F methyl 2-(aminomethyl)-5-fluorobenzofuran-7-carboxylate